5-(4-(methylsulfonyl)-3-(phenylethynyl)phenoxy)-1H-1,2,3-triazole-4-carboxylic acid CS(=O)(=O)C1=C(C=C(OC2=C(N=NN2)C(=O)O)C=C1)C#CC1=CC=CC=C1